7-morpholinopyrido[3,4-d]pyridazin-1-amine O1CCN(CC1)C1=CC=2C(=CN=NC2N)C=N1